fluoro-N-(piperidin-3-yl)pyridin-2-amine FC=1C(=NC=CC1)NC1CNCCC1